ClC=1C=C(C=2N(N1)C(=CN2)C(N[C@H]2[C@@H](CC2)OC)=O)N(C(OC(C)(C)C)=O)C tert-butyl (6-chloro-3-(((1R,2R)-2-methoxycyclobutyl)carbamoyl)imidazo[1,2-b]pyridazin-8-yl)(methyl)carbamate